p-dihydroxycyclohexane OC1CCC(CC1)O